CC1(CC(CC(C1)(C)C)N)CN 3,5,5-trimethyl-3-aminomethyl-cyclohexylamine